2-Bromo-1-(5-fluoro-2-pyridinyl)pyridineveratroaldehyde BrC1(N(C=CC=C1)C1=NC=C(C=C1)F)C1=CC(=C(C=C1C=O)OC)OC